CC(C(=O)C=1OC=CC1C(=O)O)C 2-(2-methylpropanoyl)furan-3-carboxylic acid